C(C)(C)(C)OC(=O)N1CC(=CC1)C=1N=NC(=CC1)N 3-(6-Aminopyridazin-3-yl)-2,5-dihydro-1H-pyrrole-1-carboxylic acid tert-butyl ester